p-menthyl peroxide C1(CC(C(CC1)C(C)C)OOC1CC(CCC1C(C)C)C)C